3,4-dichloro-2-fluorobenzaldehyde ClC=1C(=C(C=O)C=CC1Cl)F